12-oxo-5α-pregnene O=C1C[C@@H]2[C@]3(CCCC[C@@H]3CC[C@H]2[C@@H]2CC[C@H](C=C)[C@@]12C)C